C(C)(C)(C)OC(=O)N1C[C@H]2N(C3=C(OC2)C(=C(C=C3)N)OC)CC1 (R)-8-amino-7-methoxy-1,2,4a,5-tetrahydrobenzo[b]pyrazino[1,2-d][1,4]oxazine-3(4H)-carboxylic acid tert-butyl ester